5-(4-fluorobenzylidene)-2-thioxodihydropyrimidine-4,6(1H,5H)-dione FC1=CC=C(C=C2C(NC(NC2=O)=S)=O)C=C1